2-methoxybenzoylmethylamine COC1=C(C(=O)NC)C=CC=C1